(3-(4-(aminomethyl)-4-((2-chlorothiazol-4-yl)methyl)piperidin-1-yl)-6-(2,3-dichlorophenyl)-5-methylpyrazin-2-yl)methanol NCC1(CCN(CC1)C=1C(=NC(=C(N1)C)C1=C(C(=CC=C1)Cl)Cl)CO)CC=1N=C(SC1)Cl